(R)-6-chloro-3-((1-(2-(2-(2-hydroxy-2-methylpropyl)-2,6-dihydropyrrolo[3,4-c]pyrazol-5(4H)-yl)-3,6-dimethyl-4-oxo-3,4-dihydroquinazolin-8-yl)ethyl)amino)-N-(methylsulfonyl)picolinamide ClC1=CC=C(C(=N1)C(=O)NS(=O)(=O)C)N[C@H](C)C=1C=C(C=C2C(N(C(=NC12)N1CC2=NN(C=C2C1)CC(C)(C)O)C)=O)C